FC(OC1=CC=C(C(=O)N)C=C1)(F)F 4-(Trifluoromethoxy)benzamide